5-(4-methoxyphenyl)-2-methyl-[1,2,4]triazolo[1,5-c]pyrimidin COC1=CC=C(C=C1)C1=NC=CC=2N1N=C(N2)C